C[C@H](/C=C/[C@H](C1CC1)O)[C@H]2CC[C@@H]\\3[C@@]2(CCC/C3=C\\C=C/4\\C[C@H](C[C@@H](C4=C)O)O)C The molecule is a seco-cholestane that is 26,27-cyclo-9,10-secocholesta-5,7,10,22-tetraene carrying additional hydroxy substituents at positions 1, 3 and 24. It is used (as its hydrate) in combination with betamethasone dipropionate, a corticosteroid, for the topical treatment of plaque psoriasis in adult patients. It has a role as a drug allergen and an antipsoriatic. It is a member of cyclopropanes, a secondary alcohol, a triol, a hydroxy seco-steroid and a seco-cholestane.